((4aS,5aR)-5,5-Difluoro-5a-methyl-1-((2-(trimethylsilyl)ethoxy)methyl)-1,4,4a,5,5a,6-hexahydrocyclopropa[f]indazol-3-yl)methanol FC1([C@H]2CC=3C(=NN(C3C[C@]21C)COCC[Si](C)(C)C)CO)F